C(C)OC1=C(C=C2C(NC=NC2=C1)=O)OC1CCN(CC1)C(=O)OC(C)(C)C tert-Butyl 4-[(7-ethoxy-4-oxo-3,4-dihydroquinazolin-6-yl)oxy]piperidine-1-carboxylate